C(C)(C)(C)OC(=O)N1C(CCC(C1)C=1C=NC(=CC1)C(F)(F)F)COC(F)F 2-((difluoromethoxy)methyl)-5-(6-(trifluoromethyl)pyridin-3-yl)piperidine-1-carboxylic acid tert-butyl ester